C(C=C)(=O)OC(C(C)C)S(=O)(=O)O acryloyloxy-2,2-dimethyl-ethanesulfonic acid